C(C1=CC=CC=C1)C(C(=O)NC)C1=CC=CC=C1 benzyl-N-methyl-2-phenylacetamide